(2-([(CYCLOHEXYLMETHYL)(METHYL)AMINO]METHYL)PHENYL)BORANEDIOL C1(CCCCC1)CN(C)CC1=C(C=CC=C1)B(O)O